[N+](=O)([O-])C=1C=C(C=C2C[C@H](NC12)CC(=O)O)S(N)(=O)=O (S)-2-(7-nitro-5-sulfamoyl-indoline-2-yl)acetic acid